(2R)-2-[(3S)-3,4-dimethylpiperazin-1-yl]-N-(3-{2-[(3-methoxy-1-methyl-1H-pyrazol-4-yl)amino]-5-methylpyrimidin-4-yl}-1H-indol-7-yl)propanamide C[C@H]1CN(CCN1C)[C@@H](C(=O)NC=1C=CC=C2C(=CNC12)C1=NC(=NC=C1C)NC=1C(=NN(C1)C)OC)C